C(CC)NC1=CC=C(C=C1)NCCC N,N'-dipropyl-p-phenylenediamine